C(C1=CC=C(C(=O)OCCCC(C)O)C=C1)(=O)OCCCC(C)O bis(4-hydroxy pentyl) terephthalate